C(C)N1C(N(C(C=2N(C(=NC12)C=1C=NN(C1)CC1=CC(=CC=C1)C(F)(F)F)C(=O)OCCOCCOC)=O)CCC)=O 2-(2-methoxyethoxy)ethyl 3-ethyl-2,6-dioxo-1-propyl-8-(1-(3-(trifluoromethyl)benzyl)-1H-pyrazol-4-yl)-1,2,3,6-tetrahydro-7H-purine-7-carboxylate